ethyl 2-[5-methyl-2H,3H,5H-furo[2,3-f]indol-7-yl]-2-oxoacetate CN1C=C(C=2C=C3C(=CC12)CCO3)C(C(=O)OCC)=O